C(C=C)OC(COC(=O)C1(CC1)OC1=C(C=C(C(=C1)N1C(N(C(=CC1=O)C(C)(F)F)C)=O)F)Cl)=O 2-(allyloxy)-2-oxoethyl-1-{2-chloro-5-[4-(1,1-difluoroethyl)-3-methyl-2,6-dioxo-3,6-dihydropyrimidin-1(2H)-yl]-4-fluorophenoxy}cyclopropanecarboxylate